C(C)(=O)NC=1N=C2N(N=C(C=C2)C=2C(=C(C(=O)NCC3=C(C=CC(=C3)OC(F)(F)F)F)C=CC2)F)C1 3-{2-acetamidoimidazo[1,2-b]pyridazin-6-yl}-2-fluoro-N-{[2-fluoro-5-(trifluoromethoxy)phenyl]methyl}benzamide